tert-butyl(2-fluoroethyl)(2-(methylamino)ethyl)carbamate C(C)(C)(C)OC(N(CCNC)CCF)=O